FC(C(F)(F)F)(F)OCF fluoromethyl pentafluoroethyl ether